FC1=C(C=CC(=C1)F)C#CC1=CC=C(C(=O)NCC2(CCCC2)C)C=C1 4-((2,4-difluorophenyl)ethynyl)-N-((1-methylcyclopentyl)methyl)benzamide